1-(3-bromobenzyl)-4-(tert-butyl)-N-(4-(trifluoromethoxy)phenyl)-1H-pyrazole-3-carboxamide BrC=1C=C(CN2N=C(C(=C2)C(C)(C)C)C(=O)NC2=CC=C(C=C2)OC(F)(F)F)C=CC1